NC1=NC=2C=CC=C(C2C2=C1N=C(N2C)COCC)OCC(C)(O)C 1-((4-Amino-2-(ethoxymethyl)-1-methyl-1H-imidazo[4,5-c]quinolin-9-yl)oxy)-2-methyl-2-propanol